ClC(=CCC(C(=O)OCC)C1=CC(=C(C=C1)Cl)Cl)Cl ethyl 5,5-dichloro-2-(3,4-dichlorophenyl)pent-4-enoate